C1(CCCCC1)NCCC[Si](OC)(OC)OC 3-(N-cyclohexylamino)propyl-trimethoxysilane